tert-butyl (3-((4R,5S)-5-amino-7-ethyl-6-oxo-1-phenyl-4,5,6,7-tetrahydro-1H-pyrazolo[3,4-b]pyridin-4-yl)benzyl)carbamate N[C@H]1[C@@H](C2=C(N(C1=O)CC)N(N=C2)C2=CC=CC=C2)C=2C=C(CNC(OC(C)(C)C)=O)C=CC2